5-{2-acetamidoimidazo[1,2-b]pyridazin-6-yl}-2-methoxy-N-{[2-(2,2,2-trifluoroethoxy)phenyl]meth-yl}pyridine-3-carboxamide C(C)(=O)NC=1N=C2N(N=C(C=C2)C=2C=C(C(=NC2)OC)C(=O)NCC2=C(C=CC=C2)OCC(F)(F)F)C1